P(=O)(O)(O)O[C@H]1C[C@@H](O[C@@H]1COP(=O)(O)O)N1C=NC=2C(N)=NC=NC12.CS(=O)(=O)N1CCC(CC1)C1=CN=CC(=N1)C1=CC(=CS1)NC(CCCC)=O N-(5-(6-(1-(methylsulfonyl)piperidine-4-yl)pyrazin-2-yl)thiophen-3-yl)pentanamide 2'-deoxyadenosine-3',5'-O-diphosphate